CC1=NC2=C(N1)C=C(C=C2)C2=CC=C(C=C2)C2=C(C=CC=C2)C 2-Methyl-6-(2'-Methyl-[1,1'-Biphenyl]-4-yl)-1H-benzo[d]Imidazole